BrC=1C=C2C(=C(C(N(C2=CC1F)C1CC1)=O)C(=O)OCC)O ethyl 6-bromo-1-cyclopropyl-7-fluoro-4-hydroxy-2-oxo-quinoline-3-carboxylate